7-(2,5-diphenyloxazol-4-yl)-3-methyl-8-oxo-7,8-dihydro-1,7-naphthyridine 1-oxide C1(=CC=CC=C1)C=1OC(=C(N1)N1C=CC=2C=C(C=[N+](C2C1=O)[O-])C)C1=CC=CC=C1